5,7-dimethyl-8-hydroxyquinoline CC1=C2C=CC=NC2=C(C(=C1)C)O